CCCCCCCCC(CCCCCCCC)O 9-heptadecanol